C(C)(C)(C)OC(=O)N1CC(C(CC1)NC1=NC=C(N=C1CC1=CC=C(C=C1)F)C(F)(F)F)C 4-((3-(4-Fluorobenzyl)-5-(trifluoromethyl)pyrazin-2-yl)amino)-3-methylpiperidine-1-carboxylic acid tert-butyl ester